N-((2-chloro-6-fluorobenzyl)carbamoyl)-3-nitrobenzamide ClC1=C(CNC(=O)NC(C2=CC(=CC=C2)[N+](=O)[O-])=O)C(=CC=C1)F